CN(CCC1(C(C=C(C=C1)NC=1N=C(C2=C(N1)NC=C2)C2=CN(C1=CC=CC=C21)C)S(=O)(=O)C)NC)C 1-(2-(dimethylamino)ethyl)-N1-methyl-N4-(4-(1-methyl-1H-indol-3-yl)-7H-pyrrolo[2,3-d]pyrimidin-2-yl)-2-(methylsulfonyl)benzene-1,4-diamine